N1=CNC2=NC=CC(=C21)C=2C=NN(C2)C2=CC=C(C=N2)C(C(F)(F)F)OCCNC2CC2 (2-(1-(6-(4-(3H-imidazo[4,5-b]pyridin-7-yl)-1H-pyrazol-1-yl)pyridin-3-yl)-2,2,2-trifluoroethoxy)ethyl)cyclopropylamine